OCCOCCOCCOCCOCCOCCOCCOCCOCCN(C/C=C/C(=O)OC)C methyl (E)-4-[2-[2-[2-[2-[[2-[2-[2-(2-hydroxyethoxy)ethoxy]ethoxy]ethoxy]ethoxy]ethoxy]ethoxy]ethoxy]ethyl-methyl-amino]but-2-enoate